O=C1CCNCCC2N1C(CC2)C(=O)N 6-oxodecahydropyrrolo[1,2-a][1,5]diazocine-8-carboxamide